2-isopentyl-2-isopropyl-propane-1,3-diol C(CC(C)C)C(CO)(CO)C(C)C